FC1=C2C=CC=NC2=CC(=C1C(C)N)F 1-(5,7-difluoroquinolin-6-yl)ethylamine